2-isobutyl-4-methylthiazole C(C(C)C)C=1SC=C(N1)C